[Na+].IC(C(=O)[O-])(C)C 2-iodo-2-methylpropanoic acid sodium salt